(2S,5R)-2-(1-(3-fluoro-5-tolyl)-3-(1H-pyrrol-3-yl)-1H-pyrazol-4-yl)-5-methyl-3-(2-(2-oxoindolin-6-yl)ethyl)oxazolidin-4-one FC=1C=C(C=C(C1)N1N=C(C(=C1)[C@@H]1O[C@@H](C(N1CCC1=CC=C2CC(NC2=C1)=O)=O)C)C1=CNC=C1)C